4-chloro-N-[3-[1H-imidazol-5-ylmethyl(methyl)amino]phenyl]-N-isobutyl-benzamide ClC1=CC=C(C(=O)N(CC(C)C)C2=CC(=CC=C2)N(C)CC2=CN=CN2)C=C1